3-Oxa-8-azabicyclo[3.2.1]Octane C12COCC(CC1)N2